1,3-bis(hydroxybutyl)tetramethyldisiloxane OCCCC[Si](O[Si](CCCCO)(C)C)(C)C